1-hydroxy-4-naphthyl-sulfonate OC1=CC=C(C2=CC=CC=C12)S(=O)(=O)[O-]